2-[2-[4-[6-[8-(1,3-benzothiazol-2-ylcarbamoyl)-3,4-dihydro-1H-isoquinolin-2-yl]-2-tert-butoxycarbonyl-3-pyridyl]-3-methyl-phenoxy]-7-azaspiro[3.5]nonan-7-yl]acetic acid S1C(=NC2=C1C=CC=C2)NC(=O)C=2C=CC=C1CCN(CC21)C2=CC=C(C(=N2)C(=O)OC(C)(C)C)C2=C(C=C(OC1CC3(C1)CCN(CC3)CC(=O)O)C=C2)C